O1CCOC2=C1C=CC(=C2)C=2C(=C(C=CC2)C2=CC=C(C(=N2)OCC=2C=C(C#N)C=CC2)C=O)C 3-[[6-[3-(2,3-dihydro-1,4-benzodioxin-6-yl)-2-methyl-phenyl]-3-formyl-2-pyridyl]oxymethyl]benzonitrile